Cl.NC1CCC(CC1)O (1s,4s)-4-aminocyclohexan-1-ol HCl